Cl.NC(C(=O)OC(C)(C)C)(C)C tert-Butyl 2-amino-2-methylpropionate hydrochloride